ClC1=C(C=CC=C1)CC(=O)NC1=CC(=NC=C1)N(C(C)=O)C1=CC=CC=C1 N-{4-[2-(2-chlorophenyl)acetamido]pyridin-2-yl}-N-phenylacetamide